2-amino-2-ethyl-1-pentanol NC(CO)(CCC)CC